4-ethyl-3-(N-(2-(thiazol-2-yl)-5-(trifluoromethyl)phenyl)sulfamoyl)benzoic acid C(C)C1=C(C=C(C(=O)O)C=C1)S(NC1=C(C=CC(=C1)C(F)(F)F)C=1SC=CN1)(=O)=O